C(C)(CC)[Bi](C(C)CC)C(C)CC tri(sec-butyl)bismuth